2-(N-(3-chloro-4-(cyclobutylamino)phenyl)propiolamido)-N-(2,4-dimethoxybenzyl)-3,3-dimethylbutanamide ClC=1C=C(C=CC1NC1CCC1)N(C(C#C)=O)C(C(=O)NCC1=C(C=C(C=C1)OC)OC)C(C)(C)C